FC1=CC=C(C=C1)C(C)=O (4-fluorophenyl)ethanone